N[C@H](C)C=1C=C(C=C2C(N(C(=NC12)C12CC(C1)C2)C)=O)C (R)-8-(1-aminoethyl)-2-(bicyclo[1.1.1]pentan-1-yl)-3,6-dimethylquinazolin-4(3H)-one